C(#C)C1=C2C(=CN=CC2=CC=C1F)C1=C(C=2N=C(N=C(C2C=N1)N(C[C@H]1NCCCC1)C)N1CCN(CC1)C)F (S)-7-(5-ethynyl-6-fluoroisoquinolin-4-yl)-8-fluoro-N-methyl-2-(4-methylpiperazin-1-yl)-N-(piperidin-2-ylmethyl)pyrido[4,3-d]pyrimidin-4-amine